Nicotinamide but-3-yn-1-yl-diethynylphosphinate C(CC#C)OP(=O)(C#C)C#C.C(C1=CN=CC=C1)(=O)N